ClC=1C(=C(OC=2N=NC=3CCCCC3C2C(=O)O)C=CC1)F 3-(3-chloro-2-fluoro-phenoxy)-5,6,7,8-tetrahydrocinnoline-4-carboxylic acid